NC1=C(C(=O)O)C=C(N=C1C1=C(C=C(C=C1)Cl)F)Cl 3-amino-6-chloro-2-(4-chloro-2-fluorophenyl)isonicotinic acid